4-(tributylstannyl)thiazole C(CCC)[Sn](C=1N=CSC1)(CCCC)CCCC